(E)-N-(5-(2-(2-((4-aminobicyclo[2.2.2]octan-1-yl)amino)pyrimidin-5-yl)vinyl)-6-methylpyridin-2-yl)-2-chlorobenzenesulfonamide NC12CCC(CC1)(CC2)NC2=NC=C(C=N2)/C=C/C=2C=CC(=NC2C)NS(=O)(=O)C2=C(C=CC=C2)Cl